tert-butyl N-[8-[5-(1-cyano-1-methyl-ethyl)-1,3,4-oxadiazol-2-yl]-5,5,7-trifluoro-1-[[4-(4-methoxyphenyl)phenyl]methyl]-2-oxo-3,4-dihydro-1-benzazepin-3-yl]carbamate C(#N)C(C)(C)C1=NN=C(O1)C1=CC2=C(C(CC(C(N2CC2=CC=C(C=C2)C2=CC=C(C=C2)OC)=O)NC(OC(C)(C)C)=O)(F)F)C=C1F